(R)-5-(5-((4-(1,2-dihydroxyethyl)piperidin-1-yl)sulfonyl)-2-ethoxyphenyl)-1-methyl-3-propyl-1,4-dihydro-7H-pyrazolo[4,3-d]pyrimidin-7-one O[C@@H](CO)C1CCN(CC1)S(=O)(=O)C=1C=CC(=C(C1)C1=NC(C2=C(N1)C(=NN2C)CCC)=O)OCC